FC1=C(C=CC=C1)[C@H]1[C@@H](O1)[C@@H]1N(CCC1)C(=O)OC(C)(C)C tert-butyl (R)-2-((2S,3S)-3-(2-fluorophenyl)oxiran-2-yl)pyrrolidine-1-carboxylate